COC1=C(C=CC(=C1)C(F)(F)F)C1=NN=C(C(N1C)=O)NC1CNCCC1 3-[2-methoxy-4-(trifluoromethyl)phenyl]-4-methyl-6-(3-piperidylamino)-1,2,4-triazin-5-one